NC1=C2C(=NC=N1)N(N=C2C2=CC(=C(C=C2)OC(F)F)F)[C@@H](CC)C=2C=C1N(C(C2C2=CC=CC=C2)=O)C(=CS1)Cl (S)-7-(1-(4-amino-3-(4-(difluoromethoxy)-3-fluorophenyl)-1H-pyrazolo[3,4-d]pyrimidin-1-yl)propyl)-3-chloro-6-phenyl-5H-thiazolo[3,2-a]pyridin-5-one